(acetylamino)-N-[6-(prop-2-yloxy)benzo[d][1,3]thiazepin-2-yl]benzamide C(C)(=O)NC1=C(C(=O)NC=2SC=CC3=C(N2)C=CC=C3OC(C)C)C=CC=C1